[N+](=O)([O-])C1=C(C=CC=C1)/C=C/CO (E)-3-(2-nitrophenyl)propan-2-en-1-ol